S(=O)(=O)(O)NC(=O)N sulphourea